CN(C1COC1)C(C(=O)N)C [methyl(oxetan-3-yl)amino]propanamide